C(CCCCCCCCCCCCCCCCCCC)(=O)O.C(O)C(CC)(CO)CO trimethylolpropane arachidate